C(C)N1CCN(CC1)CC=1C=CC(=NC1)NC1=NC=C(C(=N1)C=1C=C2C(=CC(=NC2=C(C1)F)C)C(C)C)F N-(5-((4-Ethylpiperazin-1-yl)methyl)pyridin-2-yl)-5-fluoro-4-(8-fluoro-4-isopropyl-2-methylquinolin-6-yl)pyrimidin-2-amine